thiodinaphthol S(C1=C(C2=CC=CC=C2C=C1)O)C1=C(C2=CC=CC=C2C=C1)O